2-oxoethyl (7-azaspiro[3.5]nonan-2-yl) carbonate C(OCC=O)(OC1CC2(C1)CCNCC2)=O